M-amino(trifluoromethyl)benzene NC=1C=C(C=CC1)C(F)(F)F